FC1=CC=C(C=C1)C(=O)N1[C@@H](C=2N(CC1)C(=NN2)C2=NC(=NS2)SC)C (R)-(4-fluorophenyl)(8-methyl-3-(3-(methylsulfanyl)-1,2,4-thiadiazol-5-yl)-5,6-dihydro-[1,2,4]triazolo[4,3-a]pyrazin-7(8H)-yl)methanone